N-[5-(cyclohexen-1-yl)thiazol-2-yl]-3-[[7-(5-methyl-1,2,4-oxadiazol-3-yl)-1-isoquinolinyl]amino]propanamide C1(=CCCCC1)C1=CN=C(S1)NC(CCNC1=NC=CC2=CC=C(C=C12)C1=NOC(=N1)C)=O